N,1-bis(2-(4-chlorophenoxy)ethyl)piperidine-4-carboxamide ClC1=CC=C(OCCNC(=O)C2CCN(CC2)CCOC2=CC=C(C=C2)Cl)C=C1